(2R)-2-(5-fluoro-2-methoxypyridin-4-yl)-1-((2S)-7-methyl-6-(2-methyl-2H-tetrazol-5-yl)-3,4-dihydro-1H-spiro(1,8-naphthyridine-2,3'-pyrrolidin)-1'-yl)propan-1-one FC=1C(=CC(=NC1)OC)[C@H](C(=O)N1C[C@]2(CC1)NC1=NC(=C(C=C1CC2)C=2N=NN(N2)C)C)C